C1(CCCC1)OCCN(CCC(C(=O)O)NC(C1=C(C=CC=C1)C(F)(F)F)=O)CCCCC1=NC=2NCCCC2C=C1 4-[2-(cyclopentoxy)ethyl-[4-(5,6,7,8-tetrahydro-1,8-naphthyridin-2-yl)butyl]amino]-2-[[2-(trifluoromethyl)benzoyl]amino]butanoic acid